5-fluoro-6-(4-(trifluoromethyl)piperidin-1-yl)pyridin-3-amine FC=1C=C(C=NC1N1CCC(CC1)C(F)(F)F)N